3-chloro-2,4-difluoro-N-methyl-aniline ClC=1C(=C(NC)C=CC1F)F